2-(4-cyano-2-(2-(methoxymethyl)-7-methylquinoxalin-5-yl)benzo[d]thiazol-6-yloxy)ethylcarbamic acid tert-butyl ester C(C)(C)(C)OC(NCCOC1=CC2=C(N=C(S2)C2=C3N=CC(=NC3=CC(=C2)C)COC)C(=C1)C#N)=O